2-(2-(2-(2-aminoethoxy)ethoxy)ethyl)-3-(8-chloro-2,6-dimethyl-1,2,3,4-tetrahydroisoquinolin-4-yl)benzenesulfonamide hydrochloride Cl.NCCOCCOCCC1=C(C=CC=C1C1CN(CC2=C(C=C(C=C12)C)Cl)C)S(=O)(=O)N